C(C)OC(C(=C)C)=O.C(C(O)CO)[NH-] glycerylamide ethyl-methacrylate